trans-6-chloro-7-(3-fluorophenyl)-N2-(4-methoxyimino-cyclohexyl)-3,4-dihydropyrrolo[1,2-a]pyrazine-2,8(1H)-dicarboxamide ClC1=C(C(=C2N1CCN(C2)C(=O)NC2CCC(CC2)=NOC)C(=O)N)C2=CC(=CC=C2)F